NC=1C(=NC(=CC1C1=C2C=NNC2=CC=C1C)C1=NC(=NC=C1)OC(C)C)C(=O)N 3-amino-6-(2-isopropoxypyrimidin-4-yl)-4-(5-methyl-1H-indazol-4-yl)picolinamide